4,6-DIFLUORO-2-(3-METHYLPHENYL)-1H-INDOLE-3-CARBOXALDEHYDE FC1=C2C(=C(NC2=CC(=C1)F)C1=CC(=CC=C1)C)C=O